[Si](C)(C)(C(C)(C)C)C#CC1=CC(=C(C=N1)C1=C(C2=C(N=CN=C2N)O1)C1=CC(=C(C=C1)OC1=NC=CC(=N1)C)F)C 6-(6-((tert-butyldimethylsilyl)ethynyl)-4-methylpyridin-3-yl)-5-(3-fluoro-4-((4-methylpyrimidin-2-yl)oxy)phenyl)furo[2,3-d]pyrimidin-4-amine